[4-[3-Methoxy-4-(trifluoromethyl)phenyl]-sulfonylmorpholin-2-yl]benzothiophen-2-carboxamid COC=1C=C(C=CC1C(F)(F)F)S(=O)(=O)N1CC(OCC1)C1=C(SC2=C1C=CC=C2)C(=O)N